2-thiazole-4-yl-ethyl-isoindoline-1,3-dione S1C=NC(=C1)CCN1C(C2=CC=CC=C2C1=O)=O